6-chloro-2-cyclobutoxy-5-[6-(1-piperazinyl)-3-pyridyl]-1H-1,3,4-triazaindene ClC1=C(N=C2N=C(NC2=C1)OC1CCC1)C=1C=NC(=CC1)N1CCNCC1